BrCCCN1CCN(CC1)CC1=C2CN(CC2=CC=C1)C1C(NC(CC1)=O)=O 4-((4-(3-bromopropyl)piperazin-1-yl)methyl)-2-(2,6-dioxopiperidin-3-yl)isoindoline